C(C)(C)(C)NC(CN(C)C=1C2=C(N=C(N1)C1=NC=CC(=C1)OC[C@@H](CF)O)CCC2)=O N-tert-butyl-2-[(2-{4-[(2S)-3-fluoro-2-hydroxypropoxy]pyridin-2-yl}-5H,6H,7H-cyclopenta[d]pyrimidin-4-yl)(methyl)amino]acetamide